amino-2-(3'-aminophenyl)benzimidazole tert-butyl-4-[3-[2-(cyclopropoxy)-3-pyridyl]-6-methyl-pyrazolo[1,5-a]pyrimidin-5-yl]piperazine-1-carboxylate C(C)(C)(C)OC(=O)N1CCN(CC1)C1=NC=2N(C=C1C)N=CC2C=2C(=NC=CC2)OC2CC2.NC2=CC=CC=1N=C(NC12)C1=CC(=CC=C1)N